1-(5-(5-chloro-2-methoxypyridin-4-yl)-1H-pyrazole-3-carbonyl)-N-((6-chloroimidazo[1,2-a]pyridin-2-yl)methyl)piperidine-4-carboxamide ClC=1C(=CC(=NC1)OC)C1=CC(=NN1)C(=O)N1CCC(CC1)C(=O)NCC=1N=C2N(C=C(C=C2)Cl)C1